C(CC)C(C=C(C(=O)OCC(C)C)C(=O)OCC(C)C)CC diisobutyl (2-n-propylbutylidene)malonate